4,5-dichloro-2-methyl-1H-pyridazine-3,6-dione ClC=1C(N(NC(C1Cl)=O)C)=O